CC1=C(C=2N(C=C1C1=C(C(=NN1)C=1SC(=CN1)C1CCN(CC1)CC)C(C)C)N=CN2)C 2-(5-(7,8-dimethyl-[1,2,4]triazolo[1,5-a]pyridin-6-yl)-4-isopropyl-1H-pyrazol-3-yl)-5-(1-ethylpiperidin-4-yl)thiazole